C(C)OC(=O)C1=C(C2=C(S1)C=CC=C2Cl)C2=NC1=C(N2C)C=CC(=C1)C(N)=O 3-(5-Carbamoyl-1-methyl-1H-benzo[d]imidazol-2-yl)-4-chlorobenzo[b]thiophene-2-carboxylic acid ethyl ester